2-{[(4-Chloro-1-ethylimidazol-2-yl)methyl]sulfanyl}-3H,5H,6H,7H-cyclopenta[d]pyrimidin-4-one trifluoroacetate salt FC(C(=O)O)(F)F.ClC=1N=C(N(C1)CC)CSC=1NC(C2=C(N1)CCC2)=O